S1(CCC2=C1CC1=C(N2)COCC1=O)(=O)=O 2,3,5,9-tetrahydro-4H-pyrano[3,4-b]thieno[2,3-e]pyridin-8(7H)-one-1,1-dioxide